ethylmethacrylamide C(C)C=C(C(=O)N)C